CC1([C@H]2CC3=C(C(=C(N=C3[C@@H]1C2)N2CC1(CN(C1)C(C=C)=O)CC2)C#N)C=2C(=CC=C1C=NNC21)C)C (P)-(1R,9R)-10,10-dimethyl-6-(6-methyl-1H-indazol-7-yl)-4-(2-(2-propenoyl)-2,6-diazaspiro[3.4]octan-6-yl)-3-azatricyclo[7.1.1.02,7]undeca-2,4,6-triene-5-carbonitrile